ClC1=CC=C(S1)S(=O)(=O)NC=1C(=NC=C(C1)C=1C=C2C(=NC=NC2=CC1)N1CCN(CC1)C(=O)C1=CC(CCC1)=O)OC 5-chloro-N-(2-methoxy-5-(4-(4-(3-oxocyclohexane-1-en-1-carbonyl)piperazin-1-yl)quinazoline-6-yl)pyridin-3-yl)thiophene-2-sulfonamide